CC=1C=C(CCl)C=C(C1)C 3,5-dimethyl-benzyl chloride